COC1=CC2=C(N(C=N2)C2=CC(=C(S2)C(=O)N)OCC2=C(C=CC=C2)C(F)(F)F)C=C1OC 5-(5,6-dimethoxybenzimidazol-1-yl)-3-[[2-(trifluoromethyl)phenyl]methoxy]thiophene-2-carboxamide